C(C)OC(C(F)(F)F)(F)F ethoxypentafluoroethane